C(C)(C)[Sn](OC(C)CC(C)C)(OC(C)(C)CC)OC(C)(C)CC Isopropylbis(t-Amyloxy)(4-Methyl-2-Pentanoxy)Tin